FC=1C=CC(=NC1)CN1CCNC2=CC=CC=C12 1-((5-fluoropyridin-2-yl)methyl)-1,2,3,4-tetrahydroquinoxaline